hexanediol bis(2-phenylimidazolyl ethanoate) C1(=CC=CC=C1)C=1NC=C(N1)CC(=O)OC(CCCCC)OC(CC=1N=C(NC1)C1=CC=CC=C1)=O